C(#N)C1=C(C=CC(=C1)F)SC=1C=2N(C=C(C1)C=1C=NN(C1C)[C@H]1CNC(C1)(C)C)N=CC2C#N (R)-4-((2-cyano-4-fluorophenyl)thio)-6-(1-(5,5-dimethylpyrrolidin-3-yl)-5-methyl-1H-pyrazol-4-yl)pyrazolo[1,5-a]pyridine-3-carbonitrile